N[C@H](C)C=1C=C(C=C2C(N(C(=NC12)C1=NN(C2=CC=CC=C12)C)C)=O)C (R)-8-(1-aminoethyl)-3,6-dimethyl-2-(1-methyl-1H-indazol-3-yl)quinazolin-4(3H)-one